C(C1=CC=CC=C1)OC1=NC(=CC=C1C1=NN(C2=CC(=CC=C12)N1[C@@H](CN(C[C@H]1C)C(=O)OC(C)(C)C)C)C)OCC1=CC=CC=C1 tert-butyl (3R,5R)-4-(3-(2,6-bis(benzyloxy)pyridin-3-yl)-1-methyl-1H-indazol-6-yl)-3,5-dimethylpiperazine-1-carboxylate